(R)-2-(9-(4-fluorophenyl)-6-oxaspiro[4.5]decan-9-yl)-N-(2-(pyridin-4-yl)benzyl)ethylamine mono-p-toluenesulfonate CC1=CC=C(C=C1)S(=O)(=O)O.FC1=CC=C(C=C1)[C@@]1(CCOC2(CCCC2)C1)CCNCC1=C(C=CC=C1)C1=CC=NC=C1